CN1N=CC(=C1)C1=NN2C(=NC=3C(=CC=CC3C2=N1)SC(C)C)N[C@H]1C(NCCCC1)=O (3R)-3-({2-(1-methyl-1H-pyrazol-4-yl)-7-[(propan-2-yl)sulfanyl][1,2,4]triazolo[1,5-c]quinazolin-5-yl}amino)azepan-2-one